C(C)C1=CC=C(OCSCC=2NC(NC2)=O)C=C1 4-[(4-Ethyl-phenoxymethylthio)methyl]1,3-dihydro-imidazol-2-one